(2H-pyranyloxy)phenylmalonic acid O1C(C=CC=C1)OC(C(=O)O)(C(=O)O)C1=CC=CC=C1